tert-butyl (1-tosyl-1H-indol-6-yl)carbamate S(=O)(=O)(C1=CC=C(C)C=C1)N1C=CC2=CC=C(C=C12)NC(OC(C)(C)C)=O